OC=1C(C2=CC=CC=C2C(C1CC=C(C)C)=O)=O 2-hydroxy-3-(3-methylbut-2-en-1-yl)naphthalene-1,4-dione